tert-butyl 6-(2-(3-chloro-4-formylphenoxy)ethyl)-1,6-diazaspiro[3.3]heptane-1-carboxylate ClC=1C=C(OCCN2CC3(CCN3C(=O)OC(C)(C)C)C2)C=CC1C=O